C(=C)NC1=C(C=CC=C1)N N-vinyl-o-phenylenediamine